3-methyl-4-(trifluoromethoxy)-phenylboronic acid CC=1C=C(C=CC1OC(F)(F)F)B(O)O